OCC(COC(C(CO)(C)C)=O)(C)C 3-hydroxy-2,2-dimethylpropionic acid 3-hydroxy-2,2-dimethylpropyl ester